[C@@H]1(CCC2=CC=CC=C12)NC(=O)C1=C(C2=C(N=C(S2)C2CCN(CC2)CC)C=C1)C (S)-N-(2,3-dihydro-1H-inden-1-yl)-2-(1-ethylpiperidin-4-yl)-7-methylbenzo[d]Thiazole-6-carboxamide